ClC1=C(C=CC=C1NC1=CC=C(C=C1)C(F)(F)F)[C@@]1(CC(N(C(N1)=N)C1CCOCC1)=O)C (6S)-6-{2-Chloro-3-[4-(trifluoromethyl)anilino]phenyl}-2-imino-6-methyl-3-(tetrahydropyran-4-yl)hexahydropyrimidin-4-one